(4-{5-[4-(8-fluoro-2-oxo-1,2-dihydro-3-quinolylamino)-2-pyrimidinylamino]-6-methoxy-2-pyridyl}-1-piperidyl)acetonitrile FC=1C=CC=C2C=C(C(NC12)=O)NC1=NC(=NC=C1)NC=1C=CC(=NC1OC)C1CCN(CC1)CC#N